CN1C(=NC=C1)C[C@H](C(=O)N[C@@H](CCCC1=CC=CC=C1)B(O)O)NC(=O)C1=NC=CN=C1 ((R)-1-((R)-3-(1-methyl-1H-Imidazol-2-yl)-2-(pyrazine-2-carboxamido)propanamido)-4-phenylbutyl)boronic acid